bis(trifluoro-2,4-pentanedione) cobalt (II) [Co+2].FC(C(CC(C)=O)=O)(F)F.FC(C(CC(C)=O)=O)(F)F